[Ni]=O Nickel(II) oxid